[4-[2-(3-aminocyclobutyl)-3H-imidazo[4,5-b]pyridin-7-yl]-1-piperidyl]-[4-(trifluoromethoxy)phenyl]methanone NC1CC(C1)C1=NC=2C(=NC=CC2C2CCN(CC2)C(=O)C2=CC=C(C=C2)OC(F)(F)F)N1